2-({(1S)-2-[(tert-butyldimethylsilyl)oxy]-1-{3-[4-(trifluoromethoxy)phenyl]-1,2,4-oxadiazol-5-yl}ethyl}amino)ethan-1-ol [Si](C)(C)(C(C)(C)C)OC[C@@H](C1=NC(=NO1)C1=CC=C(C=C1)OC(F)(F)F)NCCO